N-(2-cyclohexylethyl)-11-oxo-10,11-dihydrodibenzo[b,f][1,4]thiazepine-8-sulfonamide C1(CCCCC1)CCNS(=O)(=O)C1=CC2=C(SC3=C(C(N2)=O)C=CC=C3)C=C1